(rac)-tert-butyl-3-(3-{[tert-butyl(dimethyl)silyl]oxy}propyl)-3-(3-hydroxy-1H-pyrazol-5-yl)pyrrolidine-1-carboxylate C(C)(C)(C)OC(=O)N1C[C@@](CC1)(C1=CC(=NN1)O)CCCO[Si](C)(C)C(C)(C)C |r|